COC=1C=C(C[PH4])C=C(C1OC)OC (3,4,5-trimethoxybenzyl)-lambda5-Phosphine